(2-benzyloxy-4,6-dihydroxy-phenyl)-(5-methoxyisoindolin-2-yl)methanone C(C1=CC=CC=C1)OC1=C(C(=CC(=C1)O)O)C(=O)N1CC2=CC=C(C=C2C1)OC